5-amino-3-(6-fluoro-7-((5-fluoro-2-methoxybenzamido)methyl)-1H-indol-4-yl)-1-(3-fluorocyclobutyl)-1H-pyrazole-4-carboxamide NC1=C(C(=NN1C1CC(C1)F)C1=C2C=CNC2=C(C(=C1)F)CNC(C1=C(C=CC(=C1)F)OC)=O)C(=O)N